FC=1C=C2C=C(N(C2=CC1COC1=NOC=C1)S(=O)(=O)C1=CC=CC=C1)CNC(=O)C1(CC1)C N-((5-fluoro-6-((isoxazol-3-yloxy)methyl)-1-(phenylsulfonyl)-1H-indol-2-yl)methyl)-1-methylcyclopropane-1-carboxamide